7-((1R,3R,5R)-3-(((3-chloro-4-methoxy-pyridin-2-yl)oxy)methyl)-2-azabicyclo[3.1.0]hexan-2-yl)-1-(6-(dimethyl-amino)pyridin-3-yl)-6-fluoro-4-oxo-1,4-dihydro-quinoline-3-carboxylic acid ClC=1C(=NC=CC1OC)OC[C@@H]1N([C@@H]2C[C@@H]2C1)C1=C(C=C2C(C(=CN(C2=C1)C=1C=NC(=CC1)N(C)C)C(=O)O)=O)F